[Cl-].[Cl-].C(CCC)C(CCCC)=[Zr+2](C1=C(C(=CC=2C3=CC(=C(C=C3CC12)C)C(C)(C)C)C(C)(C)C)C)C1C=CC=C1 di-n-butylmethylene(cyclopentadienyl)(2,7-dimethyl-3,6-di-tert-butylfluorenyl)zirconium dichloride